NC1=C2C(=NC=N1)N(N=C2C2=CC=C(C=C2)OC2=CC=CC=C2)C2CCN(CC2)C2CN(C2)C2CC1(C2)CCN(CC1)C=1C=C2C(N(C(C2=CC1)=O)C1C(NC(CC1)=O)=O)=O 5-(2-(3-(4-(4-amino-3-(4-phenoxyphenyl)-1H-pyrazolo[3,4-d]pyrimidin-1-yl)piperidin-1-yl)azetidin-1-yl)-7-azaspiro[3.5]nonan-7-yl)-2-(2,6-dioxopiperidin-3-yl)isoindoline-1,3-dione